NC(CCCCO[C@H]1CN(CC1)C(=O)OC(C)(C)C)CCC=1C(=NC=CC1)Cl tert-butyl (3R)-3-((5-amino-7-(2-chloropyridin-3-yl)heptyl)oxy)pyrrolidine-1-carboxylate